C1(=CC(=CC=C1)NC(=O)NC=1C=C(C=CC1)C)C 1,3-di-m-tolylurea